methyl 2-chloro-4,5-difluorobenzoate ClC1=C(C(=O)OC)C=C(C(=C1)F)F